2-chloro-N-(6-chloro-5-methoxypyridazin-3-yl)benzenesulfonamide ClC1=C(C=CC=C1)S(=O)(=O)NC=1N=NC(=C(C1)OC)Cl